diphenylmethyl (aminomethyl)phosphonate hydrochloride Cl.NCP(OC(C1=CC=CC=C1)C1=CC=CC=C1)(O)=O